NC1=NC=CC=C1C1=NC=2C(=NC(=CC2)C2=CC=CC=C2)N1C1=CC=C(C=C1)CN1CCN(CC1)C(=O)OC(C)(C)C tertbutyl 4-[[4-[2-(2-amino-3-pyridyl)-5-phenyl-imidazo[4,5-b]pyridin-3-yl]phenyl]methyl]piperazine-1-carboxylate